(S)-1-((benzyloxy)carbonyl)piperidine-2-carboxylic acid C(C1=CC=CC=C1)OC(=O)N1[C@@H](CCCC1)C(=O)O